F[B-](C=C)(F)F.[K+] potassium trifluoro(vinyl)boranuide